6-oxaspiro[2.5]octane C1CC12CCOCC2